Cl.C(C1=CC=CC=C1)C1=CC=C2[C@](CN(C2=C1)C(CN1[C@H](CN[C@@H](C1)C)COC)=O)(C1=CC(=NO1)C)C 1-[(3R)-6-Benzyl-3-methyl-3-(3-methyl-1,2-oxazol-5-yl)-2,3-dihydro-1H-indol-1-yl]-2-[(2R,5R)-2-(methoxymethyl)-5-methylpiperazin-1-yl]ethan-1-one hydrochloride